para-methyl-phenoxyacetaldehyde CC1=CC=C(OCC=O)C=C1